1,3-bis(2,6-diisopropylphenyl)2-chloroimidazolium hydrochloride Cl.C(C)(C)C1=C(C(=CC=C1)C(C)C)N1C(=[N+](C=C1)C1=C(C=CC=C1C(C)C)C(C)C)Cl